IC1=NN(C2C=CC(=CC12)C(=O)OC)C1OCCCC1 methyl 3-iodo-1-tetrahydropyran-2-yl-3a,7a-dihydroindazole-5-carboxylate